C(C)OC(C(C(C(C(C(C(F)(F)F)(F)F)(F)F)(F)F)(F)F)(F)F)(F)F ethoxydodecafluorotrifluoromethyl-hexane